BrC=1C=CC=C2C(=C(C=NC12)S(=O)(=O)N[C@H]1CCOC2=CC=CC=C12)Cl 8-bromo-4-chloro-N-[(4S)-chroman-4-yl]quinoline-3-sulfonamide